3-[(2-fluorophenyl)methoxy]pyridin-2-amine FC1=C(C=CC=C1)COC=1C(=NC=CC1)N